3-methyl-5-(N-(4-fluorobenzyl)-N-phenethylsulfamoyl)benzofuran-2-carboxylic acid ethyl ester C(C)OC(=O)C=1OC2=C(C1C)C=C(C=C2)S(N(CCC2=CC=CC=C2)CC2=CC=C(C=C2)F)(=O)=O